ClC1=C(C2=C(NC(C(=C2O)C2=CC(=CC=C2)F)=O)S1)C=1C(=C2CCCCC2=CC1)O 2-Chloro-5-(3-fluorophenyl)-4-hydroxy-3-(5-hydroxytetralin-6-yl)-7H-thieno[2,3-b]pyridin-6-one